N-(5-(3-chlorophenyl)-1,3,4-oxadiazol-2-yl)-4-((trifluoromethyl)thio)benzenesulfonamide ClC=1C=C(C=CC1)C1=NN=C(O1)NS(=O)(=O)C1=CC=C(C=C1)SC(F)(F)F